C(C)(C)(C)OC(=O)N1CC(N(CC1)CC1=CC=C(C=C1)OC)=O 4-(4-methoxybenzyl)-3-oxopiperazine-1-carboxylic acid tert-butyl ester